4-((4-methoxybenzylcarbamoyloxy)methyl)picolinic acid COC1=CC=C(CNC(=O)OCC2=CC(=NC=C2)C(=O)O)C=C1